C(CCCCCCCCCCCCCCCCC)(=O)OC(C(=O)OC(CCCCCCCCCCC)CCCCCCCC)CCCCCCCCCCCCCCCC octyldodecanol stearoyl-oxystearate